Tris((1E,4E)-1,5-diphenylpenta-1,4-dien-3-one) dipalladium [Pd].[Pd].C1(=CC=CC=C1)\C=C\C(\C=C\C1=CC=CC=C1)=O.C1(=CC=CC=C1)\C=C\C(\C=C\C1=CC=CC=C1)=O.C1(=CC=CC=C1)\C=C\C(\C=C\C1=CC=CC=C1)=O